[Na+].SCCCS(=O)(=O)[O-] 3-mercapto-1-propanesulfonate sodium salt